4-[2-(5-Fluoro-2-pyridyl)-6,6-dimethyl-5,7-dihydro-4H-pyrazolo[1,5-a]pyridin-3-yl]pyridin-2-amine FC=1C=CC(=NC1)C1=NN2C(CCC(C2)(C)C)=C1C1=CC(=NC=C1)N